tert-butyl ((6-vinylbenzo[d]thiazol-2-yl)methyl)carbamate C(=C)C1=CC2=C(N=C(S2)CNC(OC(C)(C)C)=O)C=C1